NC=1SC2=C(N1)C(=CC=C2)C2=C(C=C1C(=NC(=NC1=C2F)OC[C@H]2N(CCC2)C)N2[C@H](CNCC2)CCO)Cl 2-((2S)-1-(7-(2-aminobenzo[d]thiazol-4-yl)-6-chloro-8-fluoro-2-(((S)-1-methylpyrrolidin-2-yl)methoxy)quinazolin-4-yl)piperazin-2-yl)ethan-1-ol